CC=1NC=C(N1)NC1=NC(=C2C=CC=NC2=C1)NC1CC2CCC(C1)N2CCC#N 3-((3-exo)-3-((7-((2-methyl-1H-imidazol-4-yl)amino)-1,6-naphthyridin-5-yl)amino)-8-azabicyclo[3.2.1]octan-8-yl)propionitrile